C(CCCCCCC\C=C/CCCCCCCC)(=O)OC Methyl (Z)-octadec-9-enoate